ClC1=C(C=C(OCC(=O)NC23CC(C(CC2)(CC3)C(=O)NCC3=CC(=CC(=C3)C(F)(F)F)F)O)C=C1)F 4-[2-(4-chloro-3-fluorophenoxy)acetamido]-N-{[3-fluoro-5-(trifluoromethyl)phenyl]methyl}-2-hydroxybicyclo[2.2.2]octane-1-carboxamide